(7-fluoro-2,3-dihydro-4H-benzo[b][1,4]oxazin-4-yl)(5-(4-fluorophenyl)pyridin-3-yl)methanone FC=1C=CC2=C(OCCN2C(=O)C=2C=NC=C(C2)C2=CC=C(C=C2)F)C1